N1-(1H-Benzimidazol-2-ylmethyl)-N1-(3,4-dihydro-2H-pyrano[3,2-b]pyridin-4-yl)-butane-1,4-diamine N1C(=NC2=C1C=CC=C2)CN(CCCCN)C2CCOC=1C2=NC=CC1